OC1=C(C=CC2=CC=CC=C12)C(=O)[O-] 1-Hydroxy-2-naphthoate